CC(C(=O)O)(CCSC)NCOC1=CC=C(C=C1)CC methyl-2-[[(4-ethylphenyl)-oxymethyl]amino]-4-(methylthio)butanoic acid